C(C=C)OC1=C(C=C(C(=C1)Cl)Cl)[C@@H](C1CCN(CC1)C(=O)OC(C)(C)C)N[S@@](=O)C(C)(C)C tert-butyl 4-((R)-(2-(allyloxy)-4,5-dichlorophenyl)((S)-1,1-dimethylethylsulfinamido)methyl)piperidine-1-carboxylate